3-amino-8-bromo-N-(5-methylthiazol-2-yl)imidazo[1,2-a]pyridine-2-carboxamide NC1=C(N=C2N1C=CC=C2Br)C(=O)NC=2SC(=CN2)C